2-chloro-1-(2-(3-isopropyl-2-(8-methoxy-[1,2,4]triazolo[1,5-a]pyridin-6-yl)-1H-indol-5-yl)morpholino)ethanone ClCC(=O)N1CC(OCC1)C=1C=C2C(=C(NC2=CC1)C=1C=C(C=2N(C1)N=CN2)OC)C(C)C